6-Bromo-7-methoxy-1-(2,2,2-trifluoroethyl)benzimidazole BrC=1C=CC2=C(N(C=N2)CC(F)(F)F)C1OC